methyl 4-(3-fluoro-2-(1-fluoroethyl)phenyl)-2-(fluoromethyl)-5-oxo-1,4,5,7-tetrahydrofuro[3,4-b]pyridine-3-carboxylate FC=1C(=C(C=CC1)C1C2=C(NC(=C1C(=O)OC)CF)COC2=O)C(C)F